C(N1NC(=CC=C1)CO)([2H])([2H])[2H] N-(methyl-d3)pyridazine-3-methanol